CC1=CC=CC(=N1)CN1CCN(CCNCCN(CC1)CC(=O)O)CC(=O)O 2,2'-(4-((6-methylpyridin-2-yl)methyl)-1,4,7,10-tetraazacyclododecane-1,7-diyl)diacetic acid